3-(Benzylthio)acrylic acid, methyl ester C(C1=CC=CC=C1)SC=CC(=O)OC